ClC=1C(=NC(=NC1)NC1CCOCC1)C1=CC=C2CN(C(C2=C1)=O)[C@@H](C(=O)N[C@H](C)C1=CC(=NC=C1)N1CCOCC1)C (2R)-2-(6-{5-chloro-2-[(oxan-4-yl)amino]pyrimidin-4-yl}-1-oxo-2,3-dihydro-1H-isoindol-2-yl)-N-[(1R)-1-[2-(morpholin-4-yl)pyridin-4-yl]ethyl]propanamide